2-(7-bromoheptyl)pyridine BrCCCCCCCC1=NC=CC=C1